NC=1C=CC2=C(N=CO2)C1 5-amino-benzo[d]oxazole